4'-[(1-{[(4-chloro-2-fluorophenyl)methyl]carbamoyl}-D-prolyl)amino][1,1'-biphenyl]-4-carboxylic acid ClC1=CC(=C(C=C1)CNC(=O)N1[C@H](CCC1)C(=O)NC1=CC=C(C=C1)C1=CC=C(C=C1)C(=O)O)F